(6-bromo-1-methylindol-3-yl)-1,3-diazinon BrC1=CC=C2C(=CN(C2=C1)C)C1=NC(NC=C1)=O